[3-[4-[(Z,E)-N-hydroxy-C-methyl-carbonimidoyl]pyrazol-1-yl]-7-oxo-1,6-diazabicyclo[3.2.1]oct-3-en-6-yl]-sulfat O\N=C(\C)/C=1C=NN(C1)C=1CN2C(N(C(C1)C2)OS(=O)(=O)[O-])=O